S(N)(=O)(=O)NC1CC2(CN(C2)C2=NC=NC3=CC(=C(C=C23)OC)OC)C1 4-(6-Sulfamoylamino-2-azaspiro[3.3]heptan-2-yl)-6,7-dimethoxyquinazoline